(rac)-tert-Butyl 6-(1-methyl-5-(trifluoromethyl)-1H-pyrazol-4-yl)-2-azaspiro[3.4]octane-2-carboxylate CN1N=CC(=C1C(F)(F)F)[C@H]1CC2(CN(C2)C(=O)OC(C)(C)C)CC1 |r|